C(C)(=O)ON=C(C1=C(C=C(C=C1)OC(COC)C)C)C=1C=CC=2N(C3=CC=C(C=C3C2C1)[N+](=O)[O-])CC (9-Ethyl-6-nitro-9H-carbazol-3-yl)(4-((1-methoxypropan-2-yl)oxy)-2-methylphenyl)methanone O-acetyl oxime